C(C)(=O)N1\C(\C(C2=CC=CC=C12)=O)=C/C1=NC2=CC=C(C=C2C=C1)C(=O)N1CCC(CC1)C1=CC=CC=C1 (Z)-1-acetyl-2-((6-(4-phenylpiperidine-1-carbonyl)quinolin-2-yl)methylene)indolin-3-one